CC1(C(CC2=CC=CC=C12)NC=1C=CC(=NC1)[C@@H](C(F)(F)F)N(C(=O)N1CCS(CC1)(=O)=O)C)C N-((1S)-1-(5-((1,1-Dimethyl-2,3-dihydro-1H-inden-2-yl)amino)pyridin-2-yl)-2,2,2-trifluoroethyl)-N-methylthiomorpholine-4-carboxamide 1,1-dioxide